carbon copper-molybdenum [Mo].[Cu].[C]